C(C)(=O)NCCN(CC[C@@H](C(=O)O)NC1=NC2=CC=CC=C2N=C1)CCCCC1=NC=2NCCCC2C=C1 (S)-4-((2-Acetylaminoethyl)(4-(5,6,7,8-tetrahydro-1,8-naphthyridin-2-yl)butyl)amino)-2-(quinoxalin-2-ylamino)butanoic acid